C(C)(C)(C)[Si](C1=CC=CC=C1)(C1=CC=CC=C1)OC\C=C(\COC\C=C(\CC\C=C(\CCC=C(C)C)/C)/C)/C tert-butyl({[(2E)-3-methyl-4-{[(2E,6E)-3,7,11-trimethyldodeca-2,6,10-trien-1-yl]oxy}but-2-en-1-yl]oxy})diphenylsilane